CS(=O)(=O)C=1N=CC2=C(N1)N(C(C=C2C#C[Si](C(C)C)(C(C)C)C(C)C)=O)C2CCC(CC2)NC(=O)C2=CN=NC=C2 N-[(1r,4r)-4-{2-Methanesulfonyl-7-oxo-5-[2-(triisopropylsilyl)ethynyl]pyrido[2,3-d]pyrimidin-8-yl}cyclohexyl]pyridazine-4-carboxamide